ClC=1N=CC2=C(N1)N(C(=C2)Cl)CC=2C(=NC=CC2)N(S(=O)(=O)C)C N-(3-((2,6-dichloro-7H-pyrrolo[2,3-d]pyrimidine-7-yl)methyl)pyridin-2-yl)-N-methylmethanesulfonamide